C1CCC2C3CCC(C12)C3 Hexahydro-4,7-methano-indan